Aluminum phenylbutyrate C1(=CC=CC=C1)OC(CCC)=O.[Al]